1-[(6-chloro-pyridin-3-yl)methyl]-7-methyl-8-nitro-1,2,3,5,6,7-hexahydroimidazo[1,2-a]pyridin-5-ol ClC1=CC=C(C=N1)CN1CCN2C1=C(C(CC2O)C)[N+](=O)[O-]